5-(n-butoxymethyl)-bicyclo[2.2.1]Hept-2-ene C(CCC)OCC1C2C=CC(C1)C2